F[C@H]1CN(CC[C@H]1NC=1C=2N(C=CC1)C(=C(N2)C#C[C@@H](C)O)CC(F)(F)F)C (2R)-4-(8-{[(3S,4R)-3-fluoro-1-methylpiperidin-4-yl]amino}-3-(2,2,2-trifluoroethyl)imidazo[1,2-a]pyridin-2-yl)but-3-yn-2-ol